tert-butyl rac-(5r,7s,8s)-8-(1,3-dioxoisoindolin-2-yl)-7-methyl-2-azaspiro[4.5]decane-2-carboxylate O=C1N(C(C2=CC=CC=C12)=O)[C@@H]1[C@H](C[C@@]2(CCN(C2)C(=O)OC(C)(C)C)CC1)C |r|